(E)-3-(4-Ethylphenyl)-1-(2-hydroxy-6-phenylmethoxyphenyl)prop-2-en-1-one C(C)C1=CC=C(C=C1)/C=C/C(=O)C1=C(C=CC=C1OCC1=CC=CC=C1)O